FC1(CC(C1)(C(=O)OCC)C)F ethyl 3,3-difluoro-1-methylcyclobutanecarboxylate